3-((3-bromo-2-fluorophenyl)difluoromethyl)azetidine BrC=1C(=C(C=CC1)C(C1CNC1)(F)F)F